trimethyl(difluoromethyl)silane C[Si](C(F)F)(C)C